(R)-2-((3-chloro-5-(2-(6-((2-methoxyethyl)(methyl)amino)-2-methylhexan-3-yl)-2,6-diazaspiro[3.4]octan-6-yl)-1,2,4-triazin-6-yl)oxy)-N-ethyl-5-fluoro-N-isopropyl-benzamide ClC=1N=NC(=C(N1)N1CC2(CN(C2)[C@@H](C(C)C)CCCN(C)CCOC)CC1)OC1=C(C(=O)N(C(C)C)CC)C=C(C=C1)F